FC1=CC=C(C=C1)N(C1=NC(=NC2=CC=CC=C12)NN)C N-(4-fluorophenyl)-2-hydrazino-N-methyl-quinazolin-4-amine